FC1=C(C=CC(=C1)C1=NC=CC=N1)CN (2-Fluoro-4-(pyrimidin-2-yl)phenyl)methylamine